BrC1=C(C=C2C(=CC(N(C2=C1F)C=1C(=NC=NC1C(C)C)C(C)C)=O)O)Cl 7-bromo-6-chloro-1-(4,6-diisopropylpyrimidin-5-yl)-8-fluoro-4-hydroxyquinolin-2(1H)-one